N2-(6-(4-methylpiperazin-1-yl)pyridin-3-yl)-N4-(3-methyl-2-oxo-2,3-dihydrobenzo[d]oxazol-6-yl)-5-methylpyrimidine-2,4-diamine trifluoroacetate salt FC(C(=O)O)(F)F.CN1CCN(CC1)C1=CC=C(C=N1)NC1=NC=C(C(=N1)NC1=CC2=C(N(C(O2)=O)C)C=C1)C